N=1C=C(N2C1CCCC2)C(=O)[O-] 5H,6H,7H,8H-imidazo[1,2-a]pyridine-3-carboxylate